6-[3-[3-(dimethylsulfamoylamino)-2,6-difluoro-benzoyl]-1H-pyrrolo[2,3-b]pyridin-5-yl]quinazoline CN(S(=O)(=O)NC=1C(=C(C(=O)C2=CNC3=NC=C(C=C32)C=3C=C2C=NC=NC2=CC3)C(=CC1)F)F)C